(4aR,6R,8R,8aR)-methyl-8-(4-(3-fluorophenyl)-1H-1,2,3-triazol-1-yl)-2-phenylhexahydropyrano[3,2-d][1,3]dioxine-6-carboxylate COC(=O)[C@H]1C[C@H]([C@H]2OC(OC[C@H]2O1)C1=CC=CC=C1)N1N=NC(=C1)C1=CC(=CC=C1)F